[Si](C1=CC=CC=C1)(C1=CC=CC=C1)(C(C)(C)C)OCC1CC(C1)C(CC#N)=O 3-(3-(((tert-butyldiphenylsilyl)oxy)methyl)cyclobutyl)-3-oxopropanenitrile